2-(4-fluoro-3-nitrophenyl)acetamide FC1=C(C=C(C=C1)CC(=O)N)[N+](=O)[O-]